C(CCC)S(=O)(=O)[NH-] butanesulfonyl-amide